[N+](=O)([O-])NN1N=C(C(=C1[N+](=O)[O-])N[N+](=O)[O-])[N+](=O)[O-] 1,4-dinitroamino-3,5-dinitropyrazole